CN1CC=2N(CC1)N=C(C2)C2=C(C(=O)N)C=CC=C2 (5-methyl-4,5,6,7-tetrahydropyrazolo[1,5-a]pyrazin-2-yl)benzamide